N1N=CC(=C1)C1=NN(C2=CC=C(C=C12)O[C@@H](CCOCCCO)C)C1OCCCC1 3-[(3R)-3-[3-(1H-pyrazol-4-yl)-1-tetrahydropyran-2-yl-indazol-5-yl]oxybutoxy]propan-1-ol